C(C)(CC)SSC1=NC=CC=C1 2-(sec-butyldisulfanyl)pyridine